CC1([C@H]2CCC3(N(NC(=C3)C(=O)OCC)C3=CC=CC=C3)[C@@H]1C2)C Ethyl (1R,5S)-6,6-dimethyl-2'-phenyl-1',2'-dihydro-spiro[bicyclo[3.1.1]heptane-2,3'-pyrazole]-5'-carboxylate